N#[C-].CC1=CC(=CC=C1)C 2,6-dimethyl-benzene isonitrile